5-cyclopropyl-3-[[6-(1-hydroxy-1-methyl-ethyl)-3-pyridyl]amino]-6-(3-methylimidazo[4,5-c]pyridin-7-yl)pyrazine-2-carboxylic acid C1(CC1)C=1N=C(C(=NC1C=1C2=C(C=NC1)N(C=N2)C)C(=O)O)NC=2C=NC(=CC2)C(C)(C)O